4-(7-fluoroimidazo[1,2-a]pyridin-3-yl)-7-((4-methoxy-6'-methyl-6',7'-dihydrospiro[cyclohexane-1,5'-pyrrolo[3,4-b]pyridin]-2'-yl)amino)isoindolin-1-one FC1=CC=2N(C=C1)C(=CN2)C2=C1CNC(C1=C(C=C2)NC2=CC=C1C(=N2)CN(C12CCC(CC2)OC)C)=O